C(C)(C)(C)OC(=O)C1NN2CCCC(C1)C2 Diazabicyclo[3.3.1]nonane-3-carboxylic acid tert-butyl ester